(3S,6S,7aR,8aS,9aR)-3-(3-(4-fluoro-pyridin-3-yl)azetidine-1-carbonyl)-5-oxodeca-hydro-1H-cyclopropa[d]pyrrolo[1,2-a]azocin FC1=C(C=NC=C1)C1CN(C1)C(=O)[C@@H]1CC[C@H]2N1C(CC[C@H]1[C@H](C2)C1)=O